[3-(2-chloro-5-fluorophenyl)-8-fluoro-3-hydroxy-1-oxo-2,3-dihydro-1H-benzo[e]isoindol-4-yl]-3-fluoro-5-(trifluoromethyl)benzamide ClC1=C(C=C(C=C1)F)C1(NC(C=2C3=C(C=C(C12)C1=C(C(=O)N)C=C(C=C1F)C(F)(F)F)C=CC(=C3)F)=O)O